FC(OC=1C=2N(C=C(C1)C#N)C[C@@]1(CCSC3=C(C(=CC=C13)F)F)N2)F (S)-8-(difluoromethoxy)-7',8'-difluoro-3H-spiro[imidazo[1,2-a]pyridine-2,4'-thiochroman]-6-carbonitrile